C(C1=CC=CC=C1)OCCC1=C(C(C(=C(N1)CC(C)C)C(=O)N)C=1SC(=CC1)C(NCC1=CC(=C(C=C1)F)F)=O)C=1OC(=NN1)C 6-(2-(benzyloxy)ethyl)-4-(5-((3,4-difluorobenzyl)carbamoyl)thiophen-2-yl)-2-isobutyl-5-(5-methyl-1,3,4-oxadiazol-2-yl)-1,4-dihydropyridine-3-carboxamide